OC1=C(C=C(C=C1C(C)(C)CC)C(C)(C)CC)N1N=C2C(=N1)C=CC=C2 2-(2'-hydroxy-3',5'-di-tert-amyl-phenyl)benzotriazole